ClC1=C(C=NNC1=O)OC[C@H]1CC[C@@H](O1)CC(=O)N1CCN(CC1)C1=CC=C(C=N1)C#N 6-(4-[2-[(2R,5R)-5-[[(5-chloro-6-oxo-1,6-dihydropyridazin-4-yl)oxy]methyl]oxolan-2-yl]acetyl]piperazin-1-yl)pyridine-3-carbonitrile